(1-(6-(4-(3H-imidazo[4,5-b]pyridin-7-yl)-1H-pyrazol-1-yl)pyridin-3-yl)-2,2,2-trifluoro-1-hydroxyethyl)-N-methylazetidine-1-carboxamide N1=CNC2=NC=CC(=C21)C=2C=NN(C2)C2=CC=C(C=N2)C(C(F)(F)F)(O)C2N(CC2)C(=O)NC